2-dibromoethane CC(Br)Br